(3aR,6R,6aR)-6-(3-bromophenyl)-2,2-dimethyl-tetrahydrocyclopenta[d][1,3]dioxol-4-one BrC=1C=C(C=CC1)[C@H]1CC([C@H]2[C@@H]1OC(O2)(C)C)=O